C(C1=CC=CC=C1)C=1C(=NC=C(N1)C1=C(C=CC(=C1)O)Cl)N\C(\C(=O)OC(C)(C)C)=C/C=1OC=CC1 tert-butyl (Z)-2-((3-benzyl-5-(2-chloro-5-hydroxyphenyl)pyrazin-2-yl)amino)-3-(furan-2-yl)acrylate